FC=1C=NN(C1)C=1C=C2C(=NC=NC2=C(C1)OC)N[C@H](C)C=1N=NC(=CC1)C (R)-6-(4-fluoro-1H-pyrazol-1-yl)-8-methoxy-N-(1-(6-methylpyridazin-3-yl)ethyl)quinazolin-4-amine